2-{[6-(Cyclopropylmethoxy)-5-(3,3-difluoroazetidin-1-yl)pyridine-2-carbonyl]amino}-2-ethylbutyric acid 2-fluoroethyl ester FCCOC(C(CC)(CC)NC(=O)C1=NC(=C(C=C1)N1CC(C1)(F)F)OCC1CC1)=O